N1(CCCCC1)CCCCNC(=S)OC(C(=O)OCCCCCCCC(=O)OCCCCCCCC)C(C(=O)OCCCCCCCC(=O)OCCCCCCCC)OC(NCCCCN1CCCCC1)=S bis(8-(octyloxy)-8-oxooctyl) 2,3-bis(((4-(piperidin-1-yl)butyl)carbamothioyl)-oxy)succinate